N1C(N=CC=C1)=O PYRIMIDINE-2(1H)-ONE